BrC=1C(=CSC1)CCC(=O)O 3-(4-bromo-3-thienyl)-propionic acid